(S)-6-(1-acetylpiperidin-3-yl)-7-fluoro-4-(2-methoxy-4-(piperazin-1-yl)phenyl)-N,N-dimethyl-1H-indole-2-carboxamide C(C)(=O)N1C[C@@H](CCC1)C1=CC(=C2C=C(NC2=C1F)C(=O)N(C)C)C1=C(C=C(C=C1)N1CCNCC1)OC